COC1=NC=NC2=CC=C(C=C12)C1=CNC2=NC=C(C=C21)C(=O)N2CC=1N(CC2)C=C(N1)C (3-(4-methoxyquinazolin-6-yl)-1H-pyrrolo[2,3-b]pyridin-5-yl)(2-methyl-5,6-dihydroimidazo[1,2-a]pyrazin-7(8H)-yl)methanone